(4-(4-(benzo[d]thiazol-5-ylamino)quinolin-7-yl)-2-chlorophenyl)(4-methylpiperazin-1-yl)methanone S1C=NC2=C1C=CC(=C2)NC2=CC=NC1=CC(=CC=C21)C2=CC(=C(C=C2)C(=O)N2CCN(CC2)C)Cl